2-(bis(4-methoxybenzyl)amino)-6-methylthieno[2,3-b]pyrazine-3-carboxylic acid COC1=CC=C(CN(C=2N=C3C(=NC2C(=O)O)SC(=C3)C)CC3=CC=C(C=C3)OC)C=C1